nonafluorohexyl-ammonium FC(C(C(F)(F)[NH3+])(F)F)(CCC(F)(F)F)F